5-(6-((6,7-dihydrothieno[3,2-c]pyridin-5(4H)-yl)methyl)pyridin-3-yl)furan-2-carbaldehyde S1C=CC=2CN(CCC21)CC2=CC=C(C=N2)C2=CC=C(O2)C=O